(2R,3S)-1-ETHOXY-3-METHYLHEX-5-ENE-2-SULFONAMIDE C(C)OC[C@@H]([C@H](CC=C)C)S(=O)(=O)N